ClC=1C=C2C(=CC=NC2=CC1)N[C@H]1CN(CC1)C(=O)O (R)-3-((6-chloroquinolin-4-yl)amino)pyrrolidine-1-carboxylic acid